ClC1=C(C=CC=C1)NCC(=O)Cl (2-chlorophenyl)glycyl chloride